BrC1=CC=C(C=C1)/N=N/C(C(=O)OCC)(C(C)C)C#N ethyl (E)-2-((4-bromophenyl)diazenyl)-2-cyano-3-methylbutanoate